O=C1N(C=CC(N1)=O)C1OC2(CC(OC1C2OP(=O)(OC2=CC=CC=C2)N[C@@H](C)C(=O)OC(C)C)C)CO isopropyl (((7-(2,4-dioxo-3,4-dihydropyrimidin-1(2H)-yl)-5-(hydroxymethyl)-3-methyl-2,6-dioxabicyclo[3.2.1]octan-8-yl)oxy)(phenoxy)phosphoryl)-L-alaninate